OC[C@@]12CCCN2C[C@@H](C1)OCC(=O)NCCC12CNCC(CC1)N2C(=O)OC(C)(C)C tert-butyl 1-(2-(2-(((2R,7aR)-7a-(hydroxymethyl)hexahydro-1H-pyrrolizin-2-yl)oxy)acetamido)ethyl)-3,8-diazabicyclo[3.2.1]octane-8-carboxylate